4-(2-fluoro-4-nitrophenoxy)-3-iodo-1-[(4-methoxyphenyl)methyl]pyrazolo[3,4-b]pyridine FC1=C(OC2=C3C(=NC=C2)N(N=C3I)CC3=CC=C(C=C3)OC)C=CC(=C1)[N+](=O)[O-]